COC(=O)C=1C(C2=C(NC1C)COC2=O)C2=C(C(=CC=C2)F)C2CC(C2)F.OC2=CC=C(C(=O)C1=CC(=CC=C1)C(C1=CC=C(C=C1)O)=O)C=C2 1,3-bis-(p-hydroxybenzoyl)benzene methyl-4-(3-fluoro-2-(3-fluorocyclobutyl)phenyl)-2-methyl-5-oxo-1,4,5,7-tetrahydrofuro[3,4-b]pyridine-3-carboxylate